benzyl 4-([1-[2-(2,6-dioxopiperidin-3-yl)-1,3-dioxoisoindol-5-yl]piperidin-4-yl](methyl)amino)piperidine-1-carboxylate O=C1NC(CCC1N1C(C2=CC=C(C=C2C1=O)N1CCC(CC1)N(C1CCN(CC1)C(=O)OCC1=CC=CC=C1)C)=O)=O